5-isopropyl-2-methyl-1,4,7,17-tetraoxo-10,13-dioxa-3,6,16-triazaeicosane C(C)(C)C(C(NC(C=O)C)=O)NC(CCOCCOCCNC(CCC)=O)=O